C(C)OP(=O)(CC)CC(C1=CC(=CC=C1)O)C1CC1 (2-cyclopropyl-2-(3-hydroxyphenyl)ethyl)(ethyl)phosphinic acid ethyl ester